S1C(=CC=C1)C(=O)NC=1C=CC2=C(C(=CS2)C2CCN3CCCCC3CC2)C1 5-(2-thienoyl)amino-3-(1-azabicyclo[5.4.0]undecan-4-yl)-benzothiophene